(4-(2,3-difluoro-4-(1H-pyrazol-4-yl)phenyl)piperazin-1-yl)(piperidin-1-yl)methan FC1=C(C=CC(=C1F)C=1C=NNC1)N1CCN(CC1)CN1CCCCC1